(1-isopropylazetidin-3-yl)methanamine C(C)(C)N1CC(C1)CN